3-(4-Ethylpyridin-3-yl)-N6-(1-piperidin-4-yl-1H-pyrazol-4-yl)-[2,7]Naphthyridine-1,6-Diamine C(C)C1=C(C=NC=C1)C=1N=C(C2=CN=C(C=C2C1)NC=1C=NN(C1)C1CCNCC1)N